ClC1=NC(=CC(=N1)NCCNC(OC(C)(C)C)=O)NC1=NNC(=C1)C1CCC1 tert-butyl N-[2-[[2-chloro-6-[(5-cyclobutyl-1H-pyrazol-3-yl)amino]pyrimidin-4-yl]amino]ethyl]carbamate